CN(C/C=C/C(=O)N(C)C1=CC=C2CCN(CC2=C1)C(C1=C(C=C(C(=C1)C(C)C)OC)O)=O)C (E)-4-(Dimethylamino)-N-(2-(2-hydroxy-5-isopropyl-4-methoxybenzoyl)-1,2,3,4-tetrahydroisoquinolin-7-yl)-N-methylbut-2-enamide